C(C)S(=O)(=O)N1CCN(CC1)C1=CC=C(C=C1)N1N=CC2=CC(=C(C(=C12)F)O)F 1-(4-(4-(Ethylsulfonyl)piperazin-1-yl)phenyl)-5,7-difluoro-1H-indazol-6-ol